FC1=C2C=CC=NC2=CC=C1NC1=NC=NC2=CC(=CC(=C12)O[C@@H](CC)C1COC1)C=1C=NN(C1)C (S)-N-(5-fluoroquinolin-6-yl)-7-(1-methyl-1H-pyrazol-4-yl)-5-(1-(oxetan-3-yl)propoxy)quinazolin-4-amine